C(CC\C=C/C=C/CCCC)OC(C(C)(C)C)=O (4Z,6E)-4,6-UNDECADIENYLTRIMETHYLACETAT